COC1=CC=C(C=C1)C=1NC(=C(C1)C(=O)NCCN1CCN(CC1)C)C1=CC=CC=C1 (4-methoxyphenyl)-N-(2-(4-methylpiperazin-1-yl)ethyl)-5-phenylAzole-4-carboxamide